CC1([C@@H]([C@H](CCC1)N1CCN(CC1)C(C)C)N)C |r| rac-(1s,6s)-2,2-dimethyl-6-[4-(propan-2-yl)piperazin-1-yl]cyclohexan-1-amine